C(CCCCCCCCC)NCCC(=O)OC methyl β-decylaminopropionate